5-{2-[5-Fluoro-2-(7-methylchinolin-8-sulfonamido)phenyl]ethynyl}-3-methylpyridin FC=1C=CC(=C(C1)C#CC=1C=C(C=NC1)C)NS(=O)(=O)C=1C(=CC=C2C=CC=NC12)C